N-((1S,3r)-3-(4-(2-chlorophenyl)-5-(5-ethoxypyridin-2-yl)-4H-1,2,4-triazol-3-yl)cyclobutyl)pyridineamide ClC1=C(C=CC=C1)N1C(=NN=C1C1=NC=C(C=C1)OCC)C1CC(C1)NC(=O)C1=NC=CC=C1